2-(4-fluoro-2-methoxyphenoxy)-N-(3-sulfamoylphenyl)-4,6-bis(trifluoromethyl)benzamide FC1=CC(=C(OC2=C(C(=O)NC3=CC(=CC=C3)S(N)(=O)=O)C(=CC(=C2)C(F)(F)F)C(F)(F)F)C=C1)OC